N-((4-methoxy-1-((6-methoxypyridin-3-yl)sulfonyl)-5-(2,4,6-trifluorophenyl)-1H-pyrrole-3-yl)methyl)methan-d3-amine COC=1C(=CN(C1C1=C(C=C(C=C1F)F)F)S(=O)(=O)C=1C=NC(=CC1)OC)CNC([2H])([2H])[2H]